1-(2-methoxyethyl)-3-oxocyclobutane-1-carbonitrile COCCC1(CC(C1)=O)C#N